OCC(NCCS(=O)(=O)O)(CO)CO 2-[Tris(hydroxymethyl)-methylamino]-1-ethanesulfonic acid